C(C)OC(=O)C1CCN(CC1)C1=NC(=CN=C1)CC(COC)COC 1-(6-(3-methoxy-2-(methoxymethyl)propyl)pyrazin-2-yl)piperidine-4-carboxylic acid ethyl ester